ethyl 3-(3,7-dimethyl-3H-[1,2,3]triazolo[4,5-b]pyridin-6-yl)-3-(7-formyl-1-benzothiophen-5-yl)propanoate CN1N=NC=2C1=NC=C(C2C)C(CC(=O)OCC)C=2C=C(C1=C(C=CS1)C2)C=O